C(C)(C)(C)OC(=O)N(C(=O)[C@H]1CN(CC[C@H]1C1=CC=CC=C1)C(=O)OC(C)(C)C)C=1C=CC=C2C=CC=NC12 tert-butyl (3R,4R)-3-[tert-butoxycarbonyl(8-quinolyl)carbamoyl]-4-phenyl-piperidine-1-carboxylate